tert-Butyl 4-(pyrido[3,2-d]pyrimidin-4-ylamino)-4,5,6,7-tetrahydroindole-1-carboxylate N1=CN=C(C2=C1C=CC=N2)NC2C=1C=CN(C1CCC2)C(=O)OC(C)(C)C